Cl.ClC=1SC2=C(C1C)CCC(C2)NC 2-chloro-N,3-dimethyl-4,5,6,7-tetrahydrobenzothiophen-6-amine hydrochloride